tert-butyl 4-(5-(ethoxycarbonyl)-1-((trimethylsilyl)methyl)-1H-1,2,3-triazol-4-yl)piperidine-1-carboxylate C(C)OC(=O)C1=C(N=NN1C[Si](C)(C)C)C1CCN(CC1)C(=O)OC(C)(C)C